2-butyl-1-(3-(hydrazineylmethyl)benzyl)-1H-imidazo[4,5-d]thieno[3,2-b]pyridin-4-amine C(CCC)C1=NC=2C(=C3C(=NC2N)C=CS3)N1CC1=CC(=CC=C1)CNN